C(C=C)(=O)OCCCC[SiH2]C(O[Si](C=C)(C)C)O[Si](C)(C)C=C acryloxybutyl-di(vinyldimethylsiloxy)methylsilane